3-(5-(4-benzhydryl-1,4-diazepane-1-carbonyl)-6-fluoro-1-oxoisoindolin-2-yl)piperidine-2,6-dione C(C1=CC=CC=C1)(C1=CC=CC=C1)N1CCN(CCC1)C(=O)C=1C=C2CN(C(C2=CC1F)=O)C1C(NC(CC1)=O)=O